[AlH4-].[Li+].FC1=CC=C2C(=CNC2=C1)C1CNCC1 6-fluoro-3-(pyrrolidin-3-yl)-1H-indole lithium tetrahydroaluminate